ClC=1C=CC=C2C=CC=C(C12)C1=CC=C2C(=NC(=NC2=C1F)OCC12CCCN2CCC1)N1C[C@@H](NCC1)CC#N (S)-2-(4-(7-(8-chloronaphthalene-1-yl)-8-fluoro-2-((tetrahydro-1H-pyrrolizin-7a(5H)-yl)methoxy)quinazolin-4-yl)piperazin-2-yl)acetonitrile